C(CCCCCC(=O)OCCC(CCCCC)CCCCC)(=O)OCC(COC(CCC(OCCCC\C=C/CC)OCCCC\C=C/CC)=O)COC(CCC(CCC)OC(NCCN1CCCC1)=O)=O 1-(3-((4,4-bis(((Z)-oct-5-en-1-yl)oxy)butanoyl)oxy)-2-(((4-(((2-(pyrrolidin-1-yl)ethyl)carbamoyl)oxy)heptanoyl)oxy)methyl)propyl) 7-(3-pentyloctyl) heptanedioate